(2R,3R,4S,5R)-((1H-tetrazol-5-yl)methyl)-2-(((2R,3R,4S,5R)-5-(6-amino-2-chloro-9H-purin-9-yl)-4-fluoro-3-hydroxytetrahydrofuran-2-yl)methoxy)malonic acid N1N=NN=C1CC(C(=O)O)(C(=O)O)OC[C@H]1O[C@H]([C@H]([C@@H]1O)F)N1C2=NC(=NC(=C2N=C1)N)Cl